3-cyano-6-formylamino-7-ethoxy-4-(3-ethynylanilino)quinoline C(#N)C=1C=NC2=CC(=C(C=C2C1NC1=CC(=CC=C1)C#C)NC=O)OCC